(S)-6-(3-(1H-imidazole-1-carboxamido)prop-1-yn-1-yl)-1-(sec-butyl)-N-((4,6-dimethyl-2-oxo-1,2-dihydropyridin-3-yl)methyl)-3-methyl-1H-indole-4-carboxamide N1(C=NC=C1)C(=O)NCC#CC=1C=C(C=2C(=CN(C2C1)[C@@H](C)CC)C)C(=O)NCC=1C(NC(=CC1C)C)=O